C12=C3C(O)=C(C(O)=C1OC2=C2C=1C(=CC(O)=CC1)O2)O3 triepoxyresveratrol